N1CC(C1)OC1=CC(=CC(=N1)N1CC(CCC1)CNS(=O)(=O)C)C1=CN=C2N1N=C(C=C2)C(F)F N-((1-(6-(Azetidin-3-yloxy)-4-(6-(difluoromethyl)imidazo[1,2-b]pyridazin-3-yl)pyridin-2-yl)piperidin-3-yl)methyl)methanesulfonamide